2-[4-(2-fluorophenyl)-5-(pyridin-4-yl)-1H-imidazol-1-yl]-1-(4-methylpiperazin-1-yl)ethan FC1=C(C=CC=C1)C=1N=CN(C1C1=CC=NC=C1)CCN1CCN(CC1)C